N[C@@H]1CN(CC[C@H]1F)C1=NC2=C(N1CC1=CC=C(C=N1)C#N)C=CC(=C2)OC(F)F 6-((2-((3R,4R)-3-Amino-4-fluoro-1-piperidinyl)-5-(difluoromethoxy)-1H-benzimidazol-1-yl)methyl)-3-pyridincarbonitril